2-(4-Amino-1-tert-butyl-pyrazolo[3,4-d]pyrimidin-3-yl)-N-methyl-3H-benzimidazole-5-carboxamide NC1=C2C(=NC=N1)N(N=C2C=2NC1=C(N2)C=CC(=C1)C(=O)NC)C(C)(C)C